(R)-5-bromo-N-(1-ethoxypropan-2-yl)-2-nitroaniline BrC=1C=CC(=C(N[C@@H](COCC)C)C1)[N+](=O)[O-]